(E)-3-(dimethylamino)-1-(4-methoxynaphthalene-1-yl)-2-(2-methoxyphenyl)prop-2-en-1-one Aluminium-Magnesium [Mg].[Al].CN(/C=C(/C(=O)C1=CC=C(C2=CC=CC=C12)OC)\C1=C(C=CC=C1)OC)C